C(C)C1CN(CCN1)C1=CC=CC=2OCC(OC21)C 5-(3-ethylpiperazin-1-yl)-3-methyl-2,3-dihydro-1,4-benzodioxine